1-(5-bromopyrimidin-2-yl)-1lambda5-phospholan-1-one BrC=1C=NC(=NC1)P1(CCCC1)=O